4-(6-chloro-4-ethoxy-3-(pyridin-4-yl)-1H-pyrazolo[4,3-c]pyridin-1-yl)butanoic acid ClC1=CC2=C(C(=N1)OCC)C(=NN2CCCC(=O)O)C2=CC=NC=C2